3-((7-aminoheptyl)amino)-N-(1,5-dimethyl-1H-pyrazol-3-yl)-2-methylbenzamide NCCCCCCCNC=1C(=C(C(=O)NC2=NN(C(=C2)C)C)C=CC1)C